1-ethyl-2,3-dimethyl-4-ethyl-5-butylimidazole tetraborate B(O)(O)O.B(O)(O)O.B(O)(O)O.B(O)(O)O.C(C)N1C(N(C(=C1CCCC)CC)C)C